C(=CCCCCCCCCCCCCCCCCCC(C)C)O isodocosenyl alcohol